ClC1=CC=CC=2N=C(OC(C21)=O)SCC2=CC=C(C=C2)Cl 5-chloro-2-((4-chlorobenzyl)thio)-4H-benzo[d][1,3]oxazin-4-one